OC=C(C(=O)[O-])C1=C(C=CC=C1)COC1=NC(=CC=C1)C(F)(F)F 3-hydroxy-2-(2-(((6-(trifluoromethyl)pyridin-2-yl)oxy)methyl)phenyl)acrylate